N-(4-(7-(1-acetyl-1,2,3,6-tetrahydropyridin-4-yl)imidazo[1,2-a]pyridin-3-yl)phenyl)-5-nitrofuran-2-carboxamide C(C)(=O)N1CCC(=CC1)C1=CC=2N(C=C1)C(=CN2)C2=CC=C(C=C2)NC(=O)C=2OC(=CC2)[N+](=O)[O-]